2-((S)-4-(8-Fluoro-2-(((2R,7aS)-2-fluorotetrahydro-1H-pyrrolizin-7a(5H)-yl)methoxy)-7-(5-hydroxy-2-(trifluoromethyl)phenyl)pyrido[4,3-d]pyrimidin-4-yl)piperazin-2-yl)acetonitrile FC1=C(N=CC2=C1N=C(N=C2N2C[C@@H](NCC2)CC#N)OC[C@]21CCCN1C[C@@H](C2)F)C2=C(C=CC(=C2)O)C(F)(F)F